2',4'-dichloro-2,3,4,6-tetrafluoro-1,1'-biphenyl ClC1=C(C=CC(=C1)Cl)C1=C(C(=C(C=C1F)F)F)F